(S)-N-(3-(3-aminoprop-1-yn-1-yl)-4-(hydroxymethyl)phenyl)-2-(4-(4-chlorophenyl)-2,3,9-trimethyl-6H-thieno[3,2-f][1,2,4]triazolo[4,3-a][1,4]diazepin-6-yl)acetamide hydrochloride Cl.NCC#CC=1C=C(C=CC1CO)NC(C[C@H]1C=2N(C3=C(C(=N1)C1=CC=C(C=C1)Cl)C(=C(S3)C)C)C(=NN2)C)=O